CS(=O)(=O)C1=NC=CC(=N1)C1=CC=CC=C1 2-(methylsulfonyl)-4-phenylpyrimidine